C1(=CC=CC=C1)CC(=O)NC=1C=C2C(=CN1)NC=C2 2-phenyl-N-(1H-pyrrolo[2,3-c]pyridin-5-yl)acetamide